4-(4-Acryloylpiperazin-1-yl)-6-fluoro-7-(2,3-difluoro-6-hydroxyphenyl)-1-(2-isopropyl-4-methylpyridin-3-yl)-2-oxo-1,2-dihydro-1,8-naphthyridine-3-carbonitrile C(C=C)(=O)N1CCN(CC1)C1=C(C(N(C2=NC(=C(C=C12)F)C1=C(C(=CC=C1O)F)F)C=1C(=NC=CC1C)C(C)C)=O)C#N